C(C)N(C(=O)C1=CC2=C(NC3=CC=CC=C23)C(=N1)C(=O)N)C N3-Ethyl-N3-methyl-9H-pyrido[3,4-b]indole-1,3-dicarboxamide